diboron iron palladium chloride [Pd](Cl)Cl.[Fe].[B].[B]